Cl.NCCCC(C(C)C)N1CC2(C1)CN(CC2)C2=C(N=NC=C2)OC2=C(C(=O)N(C(C)C)C(C)C)C=C(C=C2)F 2-((4-(2-(6-amino-2-methylhexan-3-yl)-2,6-diazaspiro[3.4]oct-6-yl)pyridazin-3-yl)oxy)-5-fluoro-N,N-diisopropylbenzamide hydrochloride